[(2S,3S,4E,6R,7S,10R)-2-[(E)-1-(3-cyclopropylsulfonylphenyl)prop-1-en-2-yl]-10-hydroxy-3,7-dimethyl-12-oxo-1-oxacyclododec-4-en-6-yl] 4-methylpiperazine-1-carboxylate CN1CCN(CC1)C(=O)O[C@H]1/C=C/[C@@H]([C@H](OC(C[C@@H](CC[C@@H]1C)O)=O)/C(=C/C1=CC(=CC=C1)S(=O)(=O)C1CC1)/C)C